N[C@H]1CN(CC1)S(=O)(=O)NC(=O)C=1C(=NC(=CC1)C1=CC(=CC(=C1)OCC(C)C)F)N1C(C[C@@H](C1)C)(C)C N-[(3R)-3-Aminopyrrolidin-1-yl]sulfonyl-6-(3-fluoro-5-isobutoxyphenyl)-2-[(4S)-2,2,4-trimethylpyrrolidin-1-yl]pyridin-3-carboxamid